CC1=C(C=2N(C=C1C1=C(C3=C(N1)SC(=C3C)C3C1(CNC1)CC3)C(C)C)N=CN2)C 5-(7,8-dimethyl-[1,2,4]triazolo[1,5-a]pyridin-6-yl)-4-isopropyl-3-methyl-2-(2-azaspiro[3.3]heptan-5-yl)-6H-thieno[2,3-b]pyrrole